FC(C(=O)O)(F)F.CC1=NN2C(N=C(C(=C2)NC(=O)N2CCC=3C2=NC=CC3N3C[C@@H](NCC3)C)C)=N1 (S)-N-(2,5-dimethyl-[1,2,4]triazolo[1,5-a]pyrimidin-6-yl)-4-(3-methylpiperazin-1-yl)-2,3-dihydro-1H-pyrrolo[2,3-b]pyridine-1-carboxamide 2,2,2-trifluoroacetate